C(=O)(O)CC[Si](OCC)(OCC)OCC β-carboxyethyl-triethoxysilane